4-(3-(3-bromo-1H-pyrazol-1-yl)phenyl)morpholine BrC1=NN(C=C1)C=1C=C(C=CC1)N1CCOCC1